CC1CC(OC=2CCCC(C12)=O)CC(C)C 4-methyl-2-(2-methylpropan-1-yl)-2,3,4,6,7,8-hexahydro-5H-chromen-5-one